S1C(=CC=C1)OB(O)O Thiophene-2-yl-boric acid